1-(6-chloro-2,2-dimethyl-2H-chromen-8-yl)ethanone ClC=1C=C2C=CC(OC2=C(C1)C(C)=O)(C)C